BrC=1C=C(C=CC1)C1=NN(C=N1)C (3-bromophenyl)-1-methyl-1H-1,2,4-triazole